4-methyl-isochroman-6-carboxamide CC1COCC2=CC=C(C=C12)C(=O)N